ClC1=CC=C2C(=N1)N=C(N2C)C2=C(C=C(C=C2C)C(F)(F)F)OCOC 5-chloro-2-(2-(methoxymethoxy)-6-methyl-4-(trifluoromethyl)phenyl)-1-methyl-1H-imidazo[4,5-b]pyridine